2,4-di-t-butylsalicylaldehyde C(C)(C)(C)C1(C(C=O)C=CC(=C1)C(C)(C)C)O